2-((1-phenylcyclohexyl)oxycarbonyl)ethyltrimethoxysilane C1(=CC=CC=C1)C1(CCCCC1)OC(=O)CC[Si](OC)(OC)OC